(S)-2-((4-(4-Methylpiperazin-1-yl)phenyl)amino)-8-((5-oxopyrrolidin-2-yl)methyl)-5-((triisopropylsilyl)ethynyl)pyrido[2,3-d]pyrimidin-7(8H)-one CN1CCN(CC1)C1=CC=C(C=C1)NC=1N=CC2=C(N1)N(C(C=C2C#C[Si](C(C)C)(C(C)C)C(C)C)=O)C[C@H]2NC(CC2)=O